2-[3-chloro-5-[[2,4-difluoro-5-[2-(hydroxymethyl)phenyl]phenyl]sulfamoyl]-4-methoxy-phenyl]acetic acid ClC=1C=C(C=C(C1OC)S(NC1=C(C=C(C(=C1)C1=C(C=CC=C1)CO)F)F)(=O)=O)CC(=O)O